tert-butyl (S,E)-((4,4-difluorocyclohexyl)(7-((2-tosylhydrazineylidene)methyl)imidazo[1,2-b]pyridazin-2-yl)methyl)carbamate FC1(CCC(CC1)[C@@H](C=1N=C2N(N=CC(=C2)/C=N/NS(=O)(=O)C2=CC=C(C)C=C2)C1)NC(OC(C)(C)C)=O)F